tert-butyl rac-(4R)-4-methyl-2,2-dioxo-oxathiazolidine-3-carboxylate C[C@H]1N(S(OC1)(=O)=O)C(=O)OC(C)(C)C |r|